C(CC)OC(CCCCCCCC=CC=CCCCC)OCCC 16,16-dipropoxy-5,7-hexadecadiene